Bromotris(dimethylamino)-phosphonium Hexafluorophosphate F[P-](F)(F)(F)(F)F.Br[P+](N(C)C)(N(C)C)N(C)C